ethylbutylammonium hydroxide [OH-].C(C)[NH2+]CCCC